2-(4-bromo-3-methoxyphenyl)acetonitrile BrC1=C(C=C(C=C1)CC#N)OC